(2,3-dihydro-1H-inden-1-yl)(phenyl)methanone C1(CCC2=CC=CC=C12)C(=O)C1=CC=CC=C1